C(C)OC(=O)C1=C(NC2=CC=CC=C12)C=1OC=CC1 furan-2-yl-indole-3-carboxylic acid ethyl ester